CC=1N=C(SC1)CN1C(CCC1=O)C(C(C#N)=S1CCCC1)=O 3-{1-[(4-methyl-1,3-thiazol-2-yl)methyl]-5-oxopyrrolidin-2-yl}-3-oxo-2-[(1E)-1λ4-thiolan-1-ylidene]propanenitrile